NC1=NC=CC=2N1C(=NC2C2CN(CC2)CC#CC)C=2C=CC(=NC2)C(=O)NC2=NC=CC=C2 5-(5-amino-1-(1-(but-2-ynyl)pyrrolidin-3-yl)imidazo[1,5-c]pyrimidin-3-yl)-N-(pyridin-2-yl)pyridinecarboxamide